C(CCCCCCC)(=O)OCCCCCCCCCC decyl octanate